Methyl 2-[(1,3-benzodioxol-5-yloxy)methyl]benzoate O1COC2=C1C=CC(=C2)OCC2=C(C(=O)OC)C=CC=C2